7-bromoheptyl 2-butyloctanoate C(CCC)C(C(=O)OCCCCCCCBr)CCCCCC